FC1=C(C=CC(=C1)F)[C@](C(C1=NC=C(C=C1)C1=CC=C(C=C1)N1CCN(CC1)C1=CC(=CC=C1)C(C(F)(F)F)O)(F)F)(CN1N=NN=C1)O (2R)-2-(2,4-difluorophenyl)-1,1-difluoro-3-(1H-tetrazol-1-yl)-1-(5-(4-(4-(3-(2,2,2-trifluoro-1-hydroxyethyl)phenyl)piperazin-1-yl)phenyl)pyridin-2-yl)propan-2-ol